C1CCC2=C(C=3CCCC3C=C12)NC(=O)NS(N(C=1C=NN(C1)C)CCOC)(=O)=O 1-(1,2,3,5,6,7-Hexahydro-s-indacen-4-yl)-3-[(2-methoxyethyl)(1-methyl-1H-pyrazol-4-yl)sulfamoyl]urea